The molecule is an enone in which a 4-hydroxyphenyl group is attached to the beta-carbon atom of but-3-en-2-one. It is a member of phenols and an enone. CC(=O)/C=C/C1=CC=C(C=C1)O